C(C)(=O)NC1=CC(=C2C=CC(=CC2=C1)C(=O)NC(C)C)C1=CC=C(C=C1)C(F)(F)F 7-acetamido-N-isopropyl-5-(4-(trifluoromethyl)phenyl)-2-naphthamide